Oxy-phenyl-acetic acid 2-[2-oxo-2-phenyl-acetoxy-ethoxy]-ethyl ester CC(OCCOC(=O)C(C1=CC=CC=C1)O)OC(=O)C(=O)C2=CC=CC=C2